5-Chloro-2-(N-azetidinylcarbamoyl)-3-pyridyl 3-[4-(4-chloro-3,5-difluorophenyl)-1H-1,2,3-triazol-1-yl]-3-deoxy-2-O-ethyl-1-thio-α-D-galactopyranoside ClC1=C(C=C(C=C1F)C=1N=NN(C1)[C@@H]1[C@H]([C@@H](SC=2C(=NC=C(C2)Cl)C(NN2CCC2)=O)O[C@@H]([C@@H]1O)CO)OCC)F